NCC1=NNC(C2=CC=C(C=C12)C=1C=NN(C1C=1C=C(C=CC1)C)C)=O 4-(aminomethyl)-6-(1-methyl-5-(m-tolyl)-1H-pyrazol-4-yl)phthalazin-1(2H)-one